N-(6-fluoro-5-(furan-3-yl)pyridin-2-yl)cyclopropanecarboxamide FC1=C(C=CC(=N1)NC(=O)C1CC1)C1=COC=C1